7-((3S,5S)-3,5-dimethylpiperazin-1-yl)-2-(2-methylimidazo[1,2-b]pyridazin-6-yl)-4H-pyrido[1,2-a]pyrimidin-4-one C[C@H]1CN(C[C@@H](N1)C)C=1C=CC=2N(C(C=C(N2)C=2C=CC=3N(N2)C=C(N3)C)=O)C1